2-amino-6-borono-2-(1-(4-(trifluoromethyl)pyridin-2-yl)piperidin-4-yl)hexanoic acid NC(C(=O)O)(CCCCB(O)O)C1CCN(CC1)C1=NC=CC(=C1)C(F)(F)F